5-(2,4-difluoro-3-methoxyphenyl)pentanoic acid ethyl ester C(C)OC(CCCCC1=C(C(=C(C=C1)F)OC)F)=O